N1=CN=C2NC=NC2=C1C=1C(=NC=CC1)NC=1C=CC(=C(C1)NC(C1=CC(=CC(=C1)C(F)(F)F)C(F)(F)F)=O)F N-(5-(3-(9H-purin-6-yl)pyridin-2-ylamino)-2-fluorophenyl)-3,5-bis(trifluoromethyl)benzamide